4-(4-Amino-6-iodo-7-methyl-7H-pyrrolo[2,3-d]pyrimidin-5-yl)-2-fluorophenylpiperidine-1-carboxylate NC=1C2=C(N=CN1)N(C(=C2C2=CC(=C(C=C2)OC(=O)N2CCCCC2)F)I)C